ClC1=C(C(=CC(=C1)Cl)F)NC=1N(C2=NC(=NC=C2N1)N[C@@H]1[C@H](CCC1)O)C1CCC(CC1)C(=O)N (1R,4s)-4-(8-(2,4-dichloro-6-fluorophenylamino)-2-((1S,2S)-2-hydroxycyclopentylamino)-9H-purin-9-yl)cyclohexanecarboxamide